BrC=1C(=C(C=2N(C1)C=C(N2)CCC(=O)OCC)F)OCC ethyl 3-(6-bromo-7-ethoxy-8-fluoro-imidazo[1,2-a]pyridin-2-yl)propanoate